O=C1N(C=CC(N1)=O)[C@H]1[C@@H]([C@@H]([C@H](O1)CO)OCCC#N)O 3-(((2R,3S,4R,5R)-5-(2,4-dioxo-3,4-dihydropyrimidin-1(2H)-yl)-4-hydroxy-2-(hydroxymethyl)tetrahydrofuran-3-yl)oxy)propanenitrile